trans-4-((5-fluoro-4-(3-(5-methyl-2-oxopyridin-1(2H)-yl)phenyl)pyrimidin-2-yl)amino)cyclohexane-1-carboxamide FC=1C(=NC(=NC1)N[C@@H]1CC[C@H](CC1)C(=O)N)C1=CC(=CC=C1)N1C(C=CC(=C1)C)=O